CN1C(N(C2=C1C=C(C=C2)S(=O)(=O)NC2(CC2)C)CC2=CN=C(S2)C)=O 3-methyl-N-(1-methylcyclopropyl)-1-[(2-methylthiazol-5-yl)methyl]-2-oxo-benzimidazole-5-sulfonamide